4-fluoro-1-(5-hydroxypyrimidin-2-yl)piperidine-4-carboxylic acid ethyl ester C(C)OC(=O)C1(CCN(CC1)C1=NC=C(C=N1)O)F